[C@H]12CN(C[C@H](CC1)N2)C2=NC(=NC1=CC(=CC=C21)C2=CNC1=CC=CC(=C21)C(F)(F)F)OC[C@H]2N(CCC2)C 4-((1R,5S)-3,8-diazabicyclo[3.2.1]octan-3-yl)-2-(((S)-1-methylpyrrolidin-2-yl)methoxy)-7-(4-(trifluoromethyl)-1H-indol-3-yl)quinazoline